C(C1=CC=CC=C1)(=O)N1N=C(C(=C1N(C)CC1=CC=C(C=C1)C(N)=N)C#N)C1C(N(C1=O)S(=O)(=O)N1CC(CC1)O)C 4-{[(1-benzoyl-4-cyano-3-{1-[(3-hydroxypyrrolidin-1-yl)sulfonyl]-2-methyl-4-oxoazetidin-3-yl}-1H-pyrazol-5-yl)(methyl)amino]methyl}benzene-1-carboximidamide